C(C)C(CCN)CCCCCCN 3-ethyl-1,9-nonanediamine